C(#N)C=1C=C(C=C(C1)OC)N1N=CC(=C1)C(C(=O)NC1=CC(=NN1)C1CC1)C 2-(1-(3-cyano-5-methoxyphenyl)-1H-pyrazol-4-yl)-N-(3-cyclopropyl-1H-pyrazol-5-yl)propanamide